N1(N=NN=C1)C[C@H](C)OC=1C=C(C=CC1Cl)C=1C=NC(=NC1)NC=1C(=NN(C1)C1CCC(CC1)N1CCOCC1)OCCCOCC(F)F 5-(3-(((S)-1-(1H-tetrazol-1-yl)propan-2-yl)oxy)-4-chlorophenyl)-N-(3-(3-(2,2-difluoroethoxy)propoxy)-1-((1r,4r)-4-morpholinylcyclohexyl)-1H-pyrazol-4-yl)pyrimidin-2-amine